C(C(=C)C)(=O)O.C(C(=C)C)(=O)O.C(C(=C)C)(=O)O.C(O)C(CO)(CO)CO.C(O)C(CO)(CO)CO di(tetramethylolmethane) trimethacrylate